3-cyclopropyl-1-((3-(((3,4-difluorophenyl)thio)methyl)phenyl)sulfonyl)-1H-1,2,4-triazole C1(CC1)C1=NN(C=N1)S(=O)(=O)C1=CC(=CC=C1)CSC1=CC(=C(C=C1)F)F